N1(CCCCCC1)CC1=C2C(=NC(=C1)C=1C=C3CN(C(C3=CC1)=O)C1C(NC(CC1)=O)=O)N(C=C2)C 3-(5-(4-(azepan-1-ylmethyl)-1-methyl-1H-pyrrolo[2,3-b]pyridin-6-yl)-1-oxoisoindolin-2-yl)piperidine-2,6-dione